C(CCC)[Sn](C=1SC=CC1)(CCCC)CCCC tributyl-(thiophen-2-yl)tin